N,N'-bis(2,2,6,6-tetramethyl-4-piperidyl)1,6-hexanediamine CC1(NC(CC(C1)NCCCCCCNC1CC(NC(C1)(C)C)(C)C)(C)C)C